C(#N)[C@H](C[C@@H]1C(NCCC1)=O)NC(=O)[C@@H]1N([C@H]2CC([C@@H]1CC2)(F)F)C([C@H](C(C)(C)C)NC(C(F)(F)F)=O)=O (1R,3R,4R)-N-[(1S)-1-cyano-2-[(3R)-2-oxo-3-piperidyl]ethyl]-2-[(2S)-3,3-dimethyl-2-[(2,2,2-trifluoroacetyl)amino]butanoyl]-5,5-difluoro-2-azabicyclo[2.2.2]octane-3-carboxamide